octyl 3,5-di-tert-butyl-4-hydroxy-hydrocinnamate C(C)(C)(C)C=1C=C(CCC(=O)OCCCCCCCC)C=C(C1O)C(C)(C)C